(1R,2S,3R)-1-((R)-oxiran-2-yl)-2-phenyl-4-pentene-1,3-diol O1[C@H](C1)[C@@H]([C@H]([C@@H](C=C)O)C1=CC=CC=C1)O